C(C1=CC=CC=C1)OC1(CC1)COC1=CC=2N(C=C1S(=O)(=O)C(C)(C)C)C(=CN2)I 7-((1-(benzyloxy)cyclopropyl)methoxy)-6-(tert-butylsulfonyl)-3-iodoimidazo[1,2-a]pyridine